C(N)(C1=CC=CC=C1)C(N)C1=CC=CC=C1 (2S,3S)-diphenylethylenediamine